(-)-N-(5-(1-amino-1-(3-cyanophenyl)-3-cyclopropyl-propyl)-2-fluorophenyl)-1-(3-(aminomethyl)phenyl)-3-(trifluoromethyl)-1H-pyrazole-5-carboxamide NC(CCC1CC1)(C1=CC(=CC=C1)C#N)C=1C=CC(=C(C1)NC(=O)C1=CC(=NN1C1=CC(=CC=C1)CN)C(F)(F)F)F